CC1=C(C(=CC=C1)C)C1=C(C=CC(=N1)NS(=O)(=O)C1=NC(=CC=C1)N1C[C@H](NCC1)CO)C(F)(F)F (S)-N-(6-(2,6-dimethylphenyl)-5-(trifluoromethyl)pyridin-2-yl)-6-(3-(hydroxymethyl)piperazin-1-yl)pyridine-2-sulfonamide